(S)-(4-(3-(benzyloxy)-2-(dibenzylamino)-3-oxopropyl)phenyl)boronic acid C(C1=CC=CC=C1)OC([C@H](CC1=CC=C(C=C1)B(O)O)N(CC1=CC=CC=C1)CC1=CC=CC=C1)=O